((3R,4R)-4-((4-(ethyl(4-(trifluoromethyl)benzyl)amino)-5-fluoro-7H-pyrrolo[2,3-d]pyrimidin-7-yl)methyl)-3-hydroxypiperidin-1-yl)acetamide C(C)N(C=1C2=C(N=CN1)N(C=C2F)C[C@@H]2[C@H](CN(CC2)CC(=O)N)O)CC2=CC=C(C=C2)C(F)(F)F